N-(4-(2-((4-(dimethylamino)-3-fluorocyclohexyl)amino)-8-isopropyl-7-oxo-7,8-dihydropyrido[2,3-d]pyrimidin-6-yl)-2,3,6-trifluorophenyl)-1-phenylmethanesulfonamide CN(C1C(CC(CC1)NC=1N=CC2=C(N1)N(C(C(=C2)C2=C(C(=C(C(=C2)F)NS(=O)(=O)CC2=CC=CC=C2)F)F)=O)C(C)C)F)C